NC=1C=C(C=CC1)C=1N=NN(C1)CC(=O)N[C@H](C(=O)N(C)C1=CC=C(C=C1)OC)CC1=CC=CC=C1 (S)-2-(2-(4-(3-aminophenyl)-1H-1,2,3-triazol-1-yl)acetylamino)-N-(4-methoxyphenyl)-N-methyl-3-phenylpropanamide